FC(C(=O)O)C(=O)O fluoro-malonic acid